1-[3-bromo-5-(2-aminoethylamino)phenyl]-3-(3,5-dibromo-2-hydroxymethylphenyl)urea BrC=1C=C(C=C(C1)NCCN)NC(=O)NC1=C(C(=CC(=C1)Br)Br)CO